C(C)NC1=C(C=C(C=C1F)F)NC1=NC=C(C=C1)F 2-((2-(ethylamino)-3,5-difluorophenyl)amino)-5-fluoropyridin